[Si](C)(C)(C(C)(C)C)OCCOC1=C(C=C2C(=CC=NC2=C1)Cl)C(=O)NC 7-(2-((Tert-butyldimethylsilyl)oxy)ethoxy)-4-chloro-N-methylquinoline-6-carboxamide